(4-(tert-butyl)phenyl)methylamine C(C)(C)(C)C1=CC=C(C=C1)CN